[N+](=O)([O-])[O-].[F-].C(CCC)[N+](CCCC)(CCCC)CCCC.C(CCC)[N+](CCCC)(CCCC)CCCC tetrabutylammonium fluoride nitrate